tert-butyl 3-(4-chloro-7-methyl-5-{4-[(6-methylpyridin-2-yl)oxy]phenyl}-7H-pyrrolo[2,3-d]pyrimidin-6-yl)-3-hydroxypyrrolidine-1-carboxylate ClC=1C2=C(N=CN1)N(C(=C2C2=CC=C(C=C2)OC2=NC(=CC=C2)C)C2(CN(CC2)C(=O)OC(C)(C)C)O)C